Methyl 4-(4-aminophenyl)-1-methyl-1H-pyrrole-2-carboxylate NC1=CC=C(C=C1)C=1C=C(N(C1)C)C(=O)OC